6-(4-amino-2,6-dichloro-phenoxy)-1,4-dihydro-3,1-benzoxazin-2-one NC1=CC(=C(OC=2C=CC3=C(COC(N3)=O)C2)C(=C1)Cl)Cl